FC(CN1CCC(=CC1)C=1NC(C2=CC=CC=C2C1)=O)(F)F 3-(1-(2,2,2-trifluoroethyl)-1,2,3,6-tetrahydropyridin-4-yl)isoquinolin-1(2H)-one